O=C1NC(CCC1NC1=CC=C(C=C1)C1CCN(CC1)C(=O)OCCCC)=O butyl 4-[4-[(2,6-dioxo-3-piperidyl)amino]phenyl]piperidine-1-carboxylate